BrC1=NC=CC(=C1C)NC(C)=O N-(2-bromo-3-methylpyridin-4-yl)acetamide